Cl.O=C1NC(CC[C@H]1N1CC=2C(N(C=CC2C1=O)C1CCC2(CCNCC2)CC1)=O)=O (R)-2-(2,6-dioxopiperidin-3-yl)-5-(3-azaspiro[5.5]undecan-9-yl)-3,5-dihydro-1H-pyrrolo[3,4-c]pyridine-1,4(2H)-dione hydrochloride